OC1=CC=C(C=C1)SCCCCCCCCCCCC dodecyl (4-hydroxyphenyl) sulfide